C(CCCCCCCCCCCCCCCCCCC(=O)[O-])(=O)OCC(O)CO Glyceryl Eicosanedioate